5-bromobenzo[b]thiophen-3-amine BrC1=CC2=C(SC=C2N)C=C1